C(#N)C1=CC=C(C=C1)NC(=O)N1[C@H]2CC[C@@H]1CC=1C(=NC=CC12)F (5S,8R)-N-(4-cyanophenyl)-1-fluoro-6,7,8,9-tetrahydro-5H-5,8-epiminocyclohepta[c]-pyridine-10-carboxamide